5-(prop-1-yn-1-yl)-1-(thiazolo[5',4':5,6]benz[1,2-d]oxazol-7-yl)imidazolidin-2-one C(#CC)C1CNC(N1C=1SC=2C=CC3=C(N=CO3)C2N1)=O